(S)-4-(4-fluorophenyl)oxazolidin-2-one FC1=CC=C(C=C1)[C@@H]1NC(OC1)=O